NC=1C(=NC(=C(N1)C1=CC=CC=C1)C1=CC(=CC=C1)Cl)C#N 3-amino-6-(3-chlorophenyl)-5-phenylpyrazine-2-carbonitrile